(E)-2-{6-[p-(tert-butyl)phenoxy]nicotinoylamino}-5,5-dimethyl-3-hexenoic acid C(C)(C)(C)C1=CC=C(OC2=NC=C(C(=O)NC(C(=O)O)\C=C\C(C)(C)C)C=C2)C=C1